diethyl-2-propyl-4,5-imidazoledicarboxylic acid C(C)OC(=O)C1=C(N=C(N1)CCC)C(=O)OCC